4-((1-benzyl-1,4,5,6-tetrahydrocyclopenta[c]pyrazol-3-yl)(hydroxy)methyl)-4-(((methylsulfonyl)oxy)methyl)piperidine-1-carboxylic acid tert-butyl ester C(C)(C)(C)OC(=O)N1CCC(CC1)(COS(=O)(=O)C)C(O)C=1C2=C(N(N1)CC1=CC=CC=C1)CCC2